(S)-5-(8-(3,3-difluoro-4-((5-(trifluoromethyl)pyrimidin-2-yl)oxy)pyrrolidin-1-yl)imidazo[1,2-b]pyridazin-6-yl)pyrimidine-2,4(1H,3H)-dione FC1(CN(C[C@@H]1OC1=NC=C(C=N1)C(F)(F)F)C=1C=2N(N=C(C1)C=1C(NC(NC1)=O)=O)C=CN2)F